P(=O)(O)(O)OCCCCCCCCCCC 1-phosphono-1-undecanol